BrC=1C(N(C=CC1C)C)=O 3-bromo-1,4-dimethyl-pyridin-2-one